ClC=1N=C(N2N(CN=CC21)C2CCOCC2)C2(CCC2)CC 5-chloro-7-(1-ethylcyclobutyl)-N-(oxan-4-yl)imidazo[4,3-f][1,2,4]triazin